(2R)-2-{(1-({[(3S)-1-(carboxymethyl)-2-oxo-2,3,4,5-tetrahydro-1H-1-benzazepin-3-yl]amino}carbonyl)cyclopent-yl)methyl}-4-(1-naphthyl)butanoic acid C(=O)(O)CN1C([C@H](CCC2=C1C=CC=C2)NC(=O)C2(CCCC2)C[C@H](C(=O)O)CCC2=CC=CC1=CC=CC=C21)=O